1,1,4-trioxo-1,2,5-thiadiazolidine O=S1(NCC(N1)=O)=O